N[C@@H](C(C)C)C(=O)N[C@@H](CCCNC(N)=O)C(=O)O L-Valyl-N5-carbamoyl-L-ornithin